1,4-di(1,3-dithiolan-2-yl)benzene S1C(SCC1)C1=CC=C(C=C1)C1SCCS1